BrC=1C=C(C=C(C1)Cl)C=1C=CC=2C(N(C(C3=CC=CC1C23)=O)C2=CC=C(C=C2)C(C)(C)C)=O 6-(3-bromo-5-chlorophenyl)-2-(4-(tert-butyl)phenyl)-1H-benzo[de]isoquinoline-1,3(2H)-dione